BrCCCCCCCCCC(CCCCCCCCC)O[Si](C)(C)C(C)(C)C ((1-bromononadec-10-yl)oxy)(t-butyl)dimethylsilane